CC1=C(SC=C1)C1=NOC2(C1)C(NCCC2)=O 3-(3-methyl-2-thienyl)-1-oxa-2,7-diazaspiro[4.5]dec-2-en-6-one